N-acetyl-2-(4-amino-1,3-dioxoisoindolin-2-yl)-N-methylpropanamide C(C)(=O)N(C(C(C)N1C(C2=CC=CC(=C2C1=O)N)=O)=O)C